COCC(C)SC1C(CCCC1(C)C)C(CCC=C)=O 1-[2-(2-Methoxy-1-methylethyl)sulfanyl-3,3-dimethylcyclohexyl]pent-4-en-1-one